propoxybenzophenone C(CC)OC1=C(C(=O)C2=CC=CC=C2)C=CC=C1